CC=1C(=CC2=C(OCCO2)C1)CCC(=O)O 3-(7-methyl-2,3-dihydrobenzo[b][1,4]dioxin-6-yl)propanoic acid